FC1=C(C(=CC=C1)F)CC1(C[C@@H]2[C@@H](CN(C2)CC(=O)C2=CC=C(C=C2)O)C1)O 2-[(3aR,5R,6aS)-5-[(2,6-difluorophenyl)methyl]-5-hydroxy-octahydrocyclopenta[c]pyrrol-2-yl]-1-(4-hydroxyphenyl)ethan-1-one